CC1([N+](=C(CC1)C1=C(C=CC=C1)C(F)(F)F)[O-])C 2,2-dimethyl-5-(2-(trifluoromethyl)phenyl)-3,4-dihydro-2H-pyrrole-1-oxide